3-[trans-4-(1H-pyrrolo[2,3-b]pyridin-5-yloxy)cyclohexyl]-1-[3-(trifluoromethyl)phenyl]-2,4-imidazolidinedione N1C=CC=2C1=NC=C(C2)O[C@@H]2CC[C@H](CC2)N2C(N(CC2=O)C2=CC(=CC=C2)C(F)(F)F)=O